S1N=C(C=C1)C=O (isothiazol-3-yl)methanone